propane-1,3-diol dicaprylate C(CCCCCCC)(=O)OCCCOC(CCCCCCC)=O